(1R,2S,4R)-4-{[(4-{5,6-bis[(2H3)methyloxy]pyridazin-3-yl}phenyl)methyl]amino}-2-{[2-methoxy-6-(2,2,2-trifluoroethyl)thieno[2,3-d]pyrimidin-4-yl](methyl)amino}cyclopentan-1-ol C(OC=1C=C(N=NC1OC([2H])([2H])[2H])C1=CC=C(C=C1)CN[C@@H]1C[C@@H]([C@@H](C1)O)N(C)C=1C2=C(N=C(N1)OC)SC(=C2)CC(F)(F)F)([2H])([2H])[2H]